CC1C(C(C(CC1)CCC)C(=O)O)C(=O)O 3-methyl-6-n-propylcyclohexane-1,2-dicarboxylic acid